CN(C)CCN1N=NC(=C1)CSC1=CC=C(C=C1)OC 1-[2-(N,N-dimethylamino)-ethyl]-4-[(4-methoxyphenyl)thiomethyl]-1H-1,2,3-triazole